(R)-4-bromo-N-methyl-3-nitro-N-(1-phenylethyl)benzamide BrC1=C(C=C(C(=O)N([C@H](C)C2=CC=CC=C2)C)C=C1)[N+](=O)[O-]